N-[4-[2-[[4-(Dimethylamino)cyclohexyl]amino]-8-isopropyl-7-oxo-pteridin-6-yl]-2-fluoro-phenyl]-4,4-difluoro-cyclohexanesulfonamide CN(C1CCC(CC1)NC1=NC=2N(C(C(=NC2C=N1)C1=CC(=C(C=C1)NS(=O)(=O)C1CCC(CC1)(F)F)F)=O)C(C)C)C